perhydro-1,4-diazepine N1CCNCCC1